1,3,4-oxadiazole-2-carboxylate O1C(=NN=C1)C(=O)[O-]